2-bromo-6-(1-(1-ethoxyethyl)-1H-pyrazol-4-yl)-5-isopropyl-[1,2,4]triazolo[1,5-a]pyridine BrC1=NN2C(C=CC(=C2C(C)C)C=2C=NN(C2)C(C)OCC)=N1